1,4-dichlorobutanol ClC(CCCCl)O